N-(6-chloro-4-(propan-2-yl)-1,5-naphthyridin-3-yl)-N'-(5-(difluoromethyl)-6-methoxypyridin-3-yl)urea ClC=1N=C2C(=C(C=NC2=CC1)NC(=O)NC=1C=NC(=C(C1)C(F)F)OC)C(C)C